TRANS-(4-PENTYLCYCLOHEXYL)CYCLOHEX-1-ENYLBORONIC ACID B(C1=C(CCCC1)C2CCC(CC2)CCCCC)(O)O